phenoxyethyl cyanoacetate C(#N)CC(=O)OCCOC1=CC=CC=C1